C(=O)(O)C1COCOC1 5-carboxyl-1,3-dioxane